ClC1=NC(=C(C(=N1)C1=CC=C(C=C1)F)C(=O)OC)C(C)C methyl 2-chloro-4-(4-fluorophenyl)-6-isopropylpyrimidine-5-carboxylate